3-(4-amino-7H-pyrrolo[2,3-d]pyrimidin-7-yl)-5-(3-(pyridin-3-yl)phenyl)cyclopentane-1,2-diol NC=1C2=C(N=CN1)N(C=C2)C2C(C(C(C2)C2=CC(=CC=C2)C=2C=NC=CC2)O)O